N1N=CC2=CC(=CC=C12)[C@@H]1N(CCCC1)C(C(=O)NC=1C=C(C(=NC1)NC(OC(C)(C)C)=O)C)=O |r| racemic-tert-butyl N-[5-[[2-[2-(1H-indazol-5-yl)-1-piperidyl]-2-oxo-acetyl]amino]-3-methyl-2-pyridyl]carbamate